6-(2-fluoro-6-methoxyphenyl)-3-methylpyrazolo(1,5-a)pyridine-5-carboxamide FC1=C(C(=CC=C1)OC)C=1C(=CC=2N(C1)N=CC2C)C(=O)N